COC1=CC=C(C=C1)C(C)N=C=O 1-(4-Methoxyphenyl)ethylisocyanat